FC=1C=C2C(=NC=3N(C2=CC1)C=NN3)N3CCCC1=C(C=NC=C31)CC(C#C)(O)C (1-(7-fluoro-[1,2,4]triazolo[4,3-a]quinazolin-5-yl)-1,2,3,4-tetrahydro-1,7-naphthyridin-5-yl)-2-methylbut-3-yn-2-ol